methylene 2,2-propanedisulfonate dibenzyl-4,4'-ethylenedioxy-bis-benzoate C(C1=CC=CC=C1)OC(C1=CC=C(C=C1)OCCOC1=CC=C(C(=O)OCC2=CC=CC=C2)C=C1)=O.CC1(C)S(=O)(=O)OCOS1(=O)=O